NC=1NC2=CC=CC=C2C1S 2-amino-3-mercaptoindole